C[C@H]1N(CCOC1)C1=CC(=C2C(=N1)C(=NS2)C2=CC(=NN2C2OCCCC2)C)C=2CCN(CC2)C (3R)-3-methyl-4-[7-(1-methyl-1,2,3,6-tetrahydropyridin-4-yl)-3-[3-methyl-1-(oxan-2-yl)-1H-pyrazol-5-yl]-[1,2]thiazolo[4,5-b]pyridin-5-yl]morpholine